C(C)(C)C1=CC=C(C=C1)C1=CC(=NC=C1)CNC1C2CC3CC(CC1C3)C2 N-((4-(4-isopropylphenyl)pyridin-2-yl)methyl)adamantan-2-amine